ClC1=CC=C(C=C1)C=1N=C2N(C=CC=C2)C1CN1C2CN(C(C1)CC2)C(=O)C2=C(C=CC=C2)F (+)-(5-{[2-(4-Chlorophenyl)imidazo[1,2-a]pyridin-3-yl]methyl}-2,5-diazabicyclo[2.2.2]oct-2-yl)(2-fluorophenyl)methanone